(2s,5s)-4-(benzoyloxy)-5-((tert-butoxycarbonyl)amino)tetrahydro-2H-pyran-2-carboxylic acid C(C1=CC=CC=C1)(=O)OC1C[C@H](OC[C@@H]1NC(=O)OC(C)(C)C)C(=O)O